1-(4'-(4-fluorobenzyl)-2,3,5,6-tetrahydrospiro[pyran-4,8'-pyrrolo[2,3-e][1,2,4]triazolo[1,5-a]pyridin]-6'(7'H)-yl)ethan-1-one FC1=CC=C(CC=2C=3N(C4=C(C2)N(CC42CCOCC2)C(C)=O)N=CN3)C=C1